FC=1C=C(NC=2OC[C@@](CN2)(C)CO)C=C(C1OC1=C2C(=NC=C1)NC=C2C2(COC2)OC(C)C)F |r| (+/-)-(2-{3,5-difluoro-4-[(3-{3-[(propan-2-yl)oxy]oxetan-3-yl}-1H-pyrrolo[2,3-b]pyridin-4-yl)oxy]anilino}-5-methyl-5,6-dihydro-4H-1,3-oxazin-5-yl)methanol